1-Cyclobutyl-3-((1R,2R)- or (1S,2S)-2-(1-methyl-1H-pyrazol-4-yl)cyclopropyl)-1H-pyrazole C1(CCC1)N1N=C(C=C1)[C@H]1[C@@H](C1)C=1C=NN(C1)C |o1:9,10|